2-(4-((4-Cyanophenyl)sulfonyl)-3,4-dihydro-2H-pyrido[4,3-b][1,4]thiazin-8-yl)benzofuran-5-carbonitrile C(#N)C1=CC=C(C=C1)S(=O)(=O)N1C2=C(SCC1)C(=CN=C2)C=2OC1=C(C2)C=C(C=C1)C#N